silicon-silicon oxide carbon [C].[Si]=O.[Si]